5-(4-amino-2-butyl-1H-imidazo[4,5-d]thieno[3,2-b]pyridin-1-yl)pentan-1-ol NC1=C2C(=C3C(=N1)C=CS3)N(C(=N2)CCCC)CCCCCO